N(=C=O)CC1CC(CCC1)CN=C=O 1,3-bis(isocyanatomethyl)-cyclohexane